NC1=NC=CC(=N1)C=1C2=C(C(=NC1)NCC=1C=C(C(=O)NCC(F)(F)F)C=CC1)CCO2 3-(((7-(2-Aminopyrimidin-4-yl)-2,3-dihydrofuro[3,2-c]pyridin-4-yl)amino)methyl)-N-(2,2,2-trifluoroethyl)benzamid